2-(2,4-dichloro-5-bromophenyl)-4-(difluoromethyl)-2,4-dihydro-5-methyl-3H-1,2,4-triazol-3-one ClC1=C(C=C(C(=C1)Cl)Br)N1N=C(N(C1=O)C(F)F)C